2-(3-(2-(3-(2-aminoethoxy)prop-oxy)ethoxy)propan-amido)-N-(4-methyl-5-nitrothiazol-2-yl)benzamide NCCOCCCOCCOCCC(=O)NC1=C(C(=O)NC=2SC(=C(N2)C)[N+](=O)[O-])C=CC=C1